N1N=CC(=C1)C1=CC2=C(N=C(S2)NCC2N(CCC2)C#N)C=C1 (((6-(1H-Pyrazol-4-yl)benzo[d]thiazol-2-yl)amino)methyl)pyrrolidine-1-carbonitrile